N1=C(C=CC=C1)C1(NC2=NC=3N(C(N2C1=O)C1=NC=CC=C1)C1=C(N3)C=CC=C1)C1=NC=CC=C1 2,2,5-tri(pyridine-2-yl)-1,2-dihydrobenzo[4,5]imidazo[1,2-a]imidazo[2,1-d][1,3,5]triazin-3(5H)-one